methyl 3-[3-[2-[2-fluoro-5-[(6-fluoro-4-methylsulfanyl-1H-indol-5-yl)oxy]phenyl]-1H-imidazol-5-yl]-3-methyl-2H-benzofuran-7-yl]propanoate FC1=C(C=C(C=C1)OC=1C(=C2C=CNC2=CC1F)SC)C=1NC(=CN1)C1(COC2=C1C=CC=C2CCC(=O)OC)C